N[C@@H]1CN(CC[C@@H]1F)C1=NC2=C(N1CC1=CC=C(C#N)C=C1)C=CC=C2Cl 4-((2-((3R,4S)-3-Amino-4-fluoropiperidin-1-yl)-4-chloro-1H-benzo[d]imidazol-1-yl)methyl)benzonitril